2-(5,6-dihydro-4H-pyrrolo[1,2-b]pyrazol-3-yl)-N-(2-methyl-5-(2-(1-methylazetidin-3-yl)acetamido)pyridin-3-yl)pyrazolo[5,1-b]thiazole-7-carboxamide N=1N2C(=C(C1)C1=CN3C(S1)=C(C=N3)C(=O)NC=3C(=NC=C(C3)NC(CC3CN(C3)C)=O)C)CCC2